ClC1=C(OC2=C3C(=NN(C3=C(C=C2NC(C2=CC(=CC(=C2)C(F)(F)F)F)=O)\C=C\C2=NC=CC=C2)C)N2C(C3=CC=CC=C3C2=O)=O)C=C(C=C1)F (E)-N-(4-(2-chloro-5-fluorophenoxy)-3-(1,3-dioxoisoindolin-2-yl)-1-methyl-7-(2-(pyridin-2-yl)vinyl)-1H-indazol-5-yl)-3-fluoro-5-(trifluoromethyl)benzamide